C(C1=CC=CC=C1)(C1=CC=CC=C1)=NC(C(=O)OC)C1=CN=NC2=CC=CC=C12 methyl 2-(benzhydrylideneamino)-2-cinnolin-4-yl-acetate